4-((2-(1-(cyclohexylamino)-1-oxopropan-2-yl)-5-(3-(2-(pyridin-3-yl)ethyl)ureido)phenyl)ethynyl)-N-(2-(piperidin-1-yl)ethyl)benzamide C1(CCCCC1)NC(C(C)C1=C(C=C(C=C1)NC(=O)NCCC=1C=NC=CC1)C#CC1=CC=C(C(=O)NCCN2CCCCC2)C=C1)=O